4-(2-hydroxyethyl)cyclohexane-1-amine OCCC1CCC(CC1)N